5-(((3-(3-cyclopropyl-4-(5-fluoro-6-methylpyridin-2-yl)-1H-pyrazol-1-yl)-1-fluorocyclobutyl)methyl)amino)-2-(2,6-dioxopiperidin-3-yl)isoindoline-1,3-dione C1(CC1)C1=NN(C=C1C1=NC(=C(C=C1)F)C)C1CC(C1)(F)CNC=1C=C2C(N(C(C2=CC1)=O)C1C(NC(CC1)=O)=O)=O